C\C(=C/C#N)\CC\C=C(/CC)\C (2e,6z)-3,7-dimethylnon-2,6-dienenitrile